CC1=NC(=CC(=N1)NC1=NN2C(C=C(C=C2)C2=C(C=NC(=C2)C)OCC2(COC2)C#N)=C1)C 3-[[4-[2-[(2,6-dimethylpyrimidin-4-yl)amino]pyrazolo[1,5-a]pyridin-5-yl]-6-methyl-3-pyridyl]oxymethyl]oxetane-3-carbonitrile